4-Dodecylcyclohexylmethanol C(CCCCCCCCCCC)C1CCC(CC1)CO